3-[(3,3,3-trifluoropropyl)sulfinyl]propanamide FC(CCS(=O)CCC(=O)N)(F)F